N-(5-(4-(tert-butyl)phenyl)-5H-pyrrolo[3,2-d]pyrimidin-2-yl)acrylamide C(C)(C)(C)C1=CC=C(C=C1)N1C=CC=2N=C(N=CC21)NC(C=C)=O